(R)-2-((6-chloro-8-((5-chloro-6-fluoro-1H-indazol-4-yl)oxy)-4-(piperazin-1-yl)pyrido[3,4-d]pyrimidin-2-yl)oxy)propanal ClC1=CC2=C(N=C(N=C2N2CCNCC2)O[C@@H](C=O)C)C(=N1)OC1=C2C=NNC2=CC(=C1Cl)F